C1(CCC1)C(NC1=CC=C2C=CC=NC2=C1)C1=C(C(=CC=C1)Cl)Cl N-(cyclobutyl-(2,3-dichlorophenyl)methyl)quinolin-7-amine